C1(CC1)C1=NN(C(=C1)C(F)(F)F)CC(=O)N1[C@@H]([C@@H](CC1)N1C[C@@H](CC1)O)C1=C(C(=CC=C1)C)Cl 2-[3-cyclopropyl-5-(trifluoromethyl)pyrazol-1-yl]-1-[(2R,3R)-2-(2-chloro-3-methyl-phenyl)-3-[(3R)-3-hydroxypyrrolidin-1-yl]pyrrolidin-1-yl]ethanone